(S)-6-((Dimethylamino)methyl)-N-(tetrahydrofuran-3-yl)isoindolin-4-amine hydrochloride Cl.CN(C)CC=1C=C(C=2CNCC2C1)N[C@@H]1COCC1